C(#N)C1=C(C=CC=C1)[C@H]([C@H](C)C=1N(C(C(=C(N1)C(=O)NC=1C=NOC1)O)=O)C)C1=CC(=CC(=C1)F)F 2-((1r,2s)-1-(2-cyanophenyl)-1-(3,5-difluorophenyl)propan-2-yl)-5-hydroxy-N-(isoxazol-4-yl)-1-methyl-6-oxo-1,6-dihydropyrimidine-4-carboxamide